2-(5-Chloro-1H-indol-3-yl)-1-[4-(5-hydroxy-pyridin-2-yl)-piperazin-1-yl]-ethanone ClC=1C=C2C(=CNC2=CC1)CC(=O)N1CCN(CC1)C1=NC=C(C=C1)O